C(C#CC)(=O)N[C@@H]1C[C@H](CCC1)C1=C2C(=C(NC2=C(C=C1F)C(=O)N)C)Cl 4-[(1S,3S)-3-(but-2-ynoylamino)cyclohexyl]-3-chloro-5-fluoro-2-methyl-1H-indole-7-carboxamide